C1=C(C=CC2=CC=CC=C12)C=CC1OCCC1 (2-(naphthalen-2-yl)vinyl)tetrahydrofuran